P(O)(=O)(OP(=O)(O)OP(=O)(O)O)OC[C@@H]1[C@H]([C@H]([C@@H](O1)C1=CNC(=O)N(C1=O)C)O)O 3-methyl-pseudouridine triphosphate